C[C@@H]1CN(CCN1C)C1=NC=CC(=C1)OC1=CC(=C(C=C1)NC1=NC=NC2=CC(=C(C=C12)NC1CCN(CC1)C(C=C)=O)OC)F (R)-1-(4-((4-((4-((2-(3,4-dimethylpiperazin-1-yl)pyridin-4-yl)oxy)-2-fluorophenyl)amino)-7-methoxyquinazolin-6-yl)amino)piperidin-1-yl)prop-2-en-1-one